ethyl (Z)-5-(4-(3-(3,5-bis(3-(4-(4,5-dihydro-1H-imidazol-2-yl)phenyl)ureido)benzamido)propoxy)-3-hydroxybenzylidene)-4-oxo-2-(phenylamino)-4,5-dihydrothiophene-3-carboxylate N1C(=NCC1)C1=CC=C(C=C1)NC(NC=1C=C(C(=O)NCCCOC2=C(C=C(\C=C/3\C(C(=C(S3)NC3=CC=CC=C3)C(=O)OCC)=O)C=C2)O)C=C(C1)NC(=O)NC1=CC=C(C=C1)C=1NCCN1)=O